4-Boc-4,7-diazaspiro[2.5]octane C(=O)(OC(C)(C)C)N1C2(CC2)CNCC1